(2S)-2-[[2-(3-fluoro-4-methylsulfonyl-anilino)-5-(3-isopropyl-1,2,4-oxadiazol-5-yl)pyrimidin-4-yl]amino]-2-phenyl-ethanol FC=1C=C(NC2=NC=C(C(=N2)N[C@H](CO)C2=CC=CC=C2)C2=NC(=NO2)C(C)C)C=CC1S(=O)(=O)C